C(C)(C)(C)OC(=O)N(C=1C=C2C=NN(C2=CC1)C(=O)OC(C)(C)C)C1=NC(=NC=C1C)C1=CC(=CC=C1)C=CC(=O)OCC tert-butyl 5-((tert-butyloxycarbonyl) (2-(3-(3-ethoxy-3-oxoprop-1-en-1-yl) phenyl)-5-methylpyrimidin-4-yl) amino)-1H-indazole-1-carboxylate